1-[5-(5-fluoro-2-methoxypyridin-4-yl)-1-[[2-(trimethylsilyl)ethoxy]methyl]pyrazole-3-carbonyl]-2-methylpiperidine FC=1C(=CC(=NC1)OC)C1=CC(=NN1COCC[Si](C)(C)C)C(=O)N1C(CCCC1)C